The molecule is a dihydroxydocosahexaenoate that is the conjugate base of (4Z,7Z,10Z,12E,14R,16Z,19Z,21R)-dihydroxydocosahexaenoic acid, obtained by deprotonation of the carboxy group; major species at pH 7.3. It is a conjugate base of a (4Z,7Z,10Z,12E,14R,16Z,19Z,21R)-dihydroxydocosahexaenoic acid. It is an enantiomer of a (4Z,7Z,10Z,12E,14S,16Z,19Z,21S)-dihydroxydocosahexaenoate. C[C@H](/C=C\\C/C=C\\C[C@H](/C=C/C=C\\C/C=C\\C/C=C\\CCC(=O)[O-])O)O